NC1C(N(C2=C(C(C1)(F)F)C=C(C(=C2)C=2C=NC=C(C2)C(C)(C)C)F)CC2=CC=C(C=C2)Cl)=O 3-amino-8-(5-tert-butyl-3-pyridyl)-1-[(4-chlorophenyl)methyl]-5,5,7-trifluoro-3,4-dihydro-1-benzazepin-2-one